water Platinum [Pt].O